ClC1=CC=C(S1)C(=O)N[C@@H]1C[C@@H](CCC1)NC1=CC(=NC=C1[N+](=O)[O-])N1N=CC=N1 5-chloro-N-((1S,3R)-3-((5-nitro-2-(2H-1,2,3-triazol-2-yl)pyridin-4-yl)amino)cyclohexyl)thiophene-2-carboxamide